C(CC)[Si]1(O[Si](O[Si](O[Si](O[SiH2]O[SiH2]O[SiH2]O[SiH2]O[SiH2]O1)(CCC)CCC)(CCC)CCC)(CCC)CCC)CCC octapropylcyclononasiloxane